tert-butyl (R)-3-(3-fluoro-4-(7-((3-(4-fluoropiperidin-1-yl)propyl)carbamoyl)benzo[d]imidazo[2,1-b]thiazol-2-yl)phenyl)pyrrolidine-1-carboxylate FC=1C=C(C=CC1C=1N=C2SC3=C(N2C1)C=CC(=C3)C(NCCCN3CCC(CC3)F)=O)[C@@H]3CN(CC3)C(=O)OC(C)(C)C